ClC=1C=NC=C(C1CC=1N=C(N(C1)COCC[Si](C)(C)C)C=O)Cl 4-((3,5-dichloropyridin-4-yl)methyl)-1-((2-(trimethyl-silyl)ethoxy)methyl)-1H-imidazole-2-carbaldehyde